O1C(CCCC1)O[C@@H](C)C=1N(C=CN1)CC1=NOC(=C1)C1=CC=C(C=C1)C#CC#CC1CN(CC1)C(=O)OC(C)(C)C tert-butyl 3-((4-(3-((2-((1S)-1-((tetrahydro-2H-pyran-2-yl)oxy)ethyl)-1H-imidazol-1-yl)methyl)isoxazol-5-yl)phenyl)butane-1,3-diyn-1-yl)pyrrolidine-1-carboxylate